N-(2,2-dimethyl-5,6-dioxo-3,4,5,6-tetrahydro-2H-benzo[h]chromen-3-yl)-5-((R)-1,2-dithiolan-3-yl)pentanamide CC1(OC=2C3=C(C(C(C2CC1NC(CCCC[C@H]1SSCC1)=O)=O)=O)C=CC=C3)C